6-methylbenzoyl-2-methylbenzoyloxide CC1=CC=CC=C1C(=O)C=1C(=C(C(=O)OC(C2=C(C(=CC=C2)C(C2=CC=CC=C2C)=O)C)=O)C=CC1)C